methylenedioxyethyl-amphetamine C1OCC(O1)NC(C)CC1=CC=CC=C1